rac-4-{[3-(4-{[(3R,4S)-3-fluoro-1-methylpiperidin-4-yl]amino}-1-(2,2,2-trifluoroethyl)-1H-indol-2-yl)prop-2-yn-1-yl]amino}-3-methoxy-N-methylbenzamide F[C@@H]1CN(CC[C@@H]1NC1=C2C=C(N(C2=CC=C1)CC(F)(F)F)C#CCNC1=C(C=C(C(=O)NC)C=C1)OC)C |r|